2-hydroxymethyl-1,4-diaminobenzene OCC1=C(C=CC(=C1)N)N